bis-choline hydroxide [OH-].OCC[N+](C)(C)C.OCC[N+](C)(C)C.[OH-]